FC(C(=O)O)(F)F.CN1[C@H](CCC1)C(=O)NC1=CC(=C(C=C1)C)C(N[C@H](C)C1=CC=CC2=CC=CC=C12)=O (R)-1-methyl-N-(4-methyl-3-(((R)-1-(naphthalen-1-yl)ethyl)carbamoyl)phenyl)pyrrolidine-2-carboxamide 2,2,2-trifluoroacetate